1-((2s,5r)-5-(4-(imidazo[1,2-a]pyridin-6-ylamino)-6-(pyridin-3-yl)pyrimidin-2-yl)-2-methylpiperidin-1-yl)ethane-1-one N=1C=CN2C1C=CC(=C2)NC2=NC(=NC(=C2)C=2C=NC=CC2)[C@@H]2CC[C@@H](N(C2)C(C)=O)C